3-(6-amino-1-(4-nitrobenzyl)-1H-pyrazolo[3,4-d]pyrimidin-4-yl)benzonitrile NC1=NC(=C2C(=N1)N(N=C2)CC2=CC=C(C=C2)[N+](=O)[O-])C=2C=C(C#N)C=CC2